eicosanyl-amine C(CCCCCCCCCCCCCCCCCCC)N